CN1[C@H]2CN(C[C@@H]1CC2)C2=CC=CC=1N(C=NC12)C(=O)NCCCC1=CC=CC=C1 4-((1R,5S)-8-Methyl-3,8-diazabicyclo[3.2.1]octan-3-yl)-N-(3-phenyl-propyl)-1H-benzo[d]imidazole-1-carboxamide